ClC=1C(=C(C=CC1)C1(CNC1)NC1=CC=C2C(C(N(C2=C1)C(C)C)=O)(C)C)C 6-((3-(3-chloro-2-methylphenyl)azetidin-3-yl)amino)-1-isopropyl-3,3-dimethylindolin-2-one